FC(OC=1C=C(OC2=NC=C(C=N2)B(O)O)C=CC1)F [2-[3-(difluoromethoxy)phenoxy]pyrimidin-5-yl]boronic acid